ClC=1C=C2C(=NC1)C(=NO2)N[C@@H]2C(NC[C@H]2C2=C(C=C(C=C2F)OC)F)=O (3S,4R)-3-({6-chloro-[1,2]oxazolo[4,5-b]pyridin-3-yl}amino)-4-(2,6-difluoro-4-methoxyphenyl)pyrrolidin-2-one